2-Chloro-6,7-dimethoxyquinazolin-4(3H)-one ClC1=NC2=CC(=C(C=C2C(N1)=O)OC)OC